6-((6-phenylpyridin-3-yl)oxy)pyridin-3-amine C1(=CC=CC=C1)C1=CC=C(C=N1)OC1=CC=C(C=N1)N